[2,2'-bipyridin]-3-yl-((1S,4R,6R)-6-((5-(trifluoromethyl)pyridin-2-yl)oxy)-2-azabicyclo[2.2.2]oct-2-yl)methanone N1=C(C(=CC=C1)C(=O)N1[C@@H]2[C@@H](C[C@H](C1)CC2)OC2=NC=C(C=C2)C(F)(F)F)C2=NC=CC=C2